FC(C(=O)O)(F)F.N1CCCC1 pyrrolidine trifluoroacetate